COC(=O)C=1C(NC=CC1COC)=O 4-(methoxymethyl)-2-oxo-1,2-dihydropyridine-3-carboxylic acid methyl ester